P(O)(=O)(OP(=O)(O)OP(=O)(O)O)OC[C@@H]1[C@H](C[C@@H](O1)N1C(=O)NC(=O)C=C1)O 2'-deoxyuridine-5'-O-triphosphate